4-chloro-N-(1-methylcyclopropyl)-9H-Pyrimido[4,5-b]Indole-7-sulfonamide ClC1=NC=NC=2NC3=CC(=CC=C3C21)S(=O)(=O)NC2(CC2)C